NC1=NC=2C=CC=NC2C2=C1N=C(N2CCNC(C(CC(C)C)N)=O)CCCC N1-[2-(4-amino-2-butyl-1H-imidazo[4,5-c][1,5]naphthyridin-1-yl)ethyl]-2-amino-4-methylpentanamide